BrC=1C=NN2C1N=CC(=C2)C(=O)O 3-bromopyrazolo[1,5-a]pyrimidine-6-carboxylic acid